COC1=C(C(=O)P(CC(C)C)(C(C2=C(C=C(C=C2)OC)OC)=O)=O)C=CC(=C1)OC Bis(2,4-dimethoxybenzoyl)(2-methylpropan-1-yl)phosphine oxide